C(#N)C1=C(C=C(C(=N1)OC1CCN(CC1)C(=O)OC(C)(C)C)OC)[N+](=O)[O-] tert-butyl 4-((6-cyano-3-methoxy-5-nitropyridin-2-yl)oxy)piperidine-1-carboxylate